5-[4-(2-fluorobenzoyl)aminophenyl]-1H-naphtho[1,2-b][1,4]diazepine FC1=C(C(=O)NC2=CC=C(C=C2)N2C3=C(NCC=C2)C2=CC=CC=C2C=C3)C=CC=C1